C(C)OC=1N=NC=CC1C1=CC(=C2C(=N1)C(=NN2C(CC)C)C)NCC=2C=NN(C2)C 5-(3-ethoxypyridazin-4-yl)-3-methyl-N-[(1-methylpyrazol-4-yl)methyl]-1-[1-methylpropyl]pyrazolo[4,3-b]pyridin-7-amine